C(C)N1CCC2(C[C@@H]2C(=O)N[C@@H](CCCCCC(CC)=O)C=2OC(=CN2)C=2C(=NC3=CC=CC=C3C2)OC)CC1 (S)-6-Ethyl-N-((S)-1-(5-(2-methoxychinolin-3-yl)oxazol-2-yl)-7-oxononyl)-6-azaspiro[2.5]octan-1-carboxamid